FC=1C=CC(=C(C(=O)N(C(C)C)C)C1)C=1C=2N(C=C(C1)C1CN(C1)C(C(C)C)CCCN1CCN(CC1)C)C(=NC2)C 5-Fluoro-N-methyl-2-(3-methyl-6-{1-[2-methyl-6-(4-methylpiperazin-1-yl)hexan-3-yl]azetidin-3-yl}imidazo[1,5-a]pyridin-8-yl)-N-(isopropyl)benzamide